ClC1=NN2C(C=C(C=C2)N2CC(C2)(F)F)=N1 2-chloro-7-(3,3-difluoroazetidin-1-yl)-[1,2,4]triazolo[1,5-a]pyridine